C(C1=CC=CC=C1)(=O)N(CC(=O)O)CCOC(CCCCCCC)=O N-benzoyl-N-(2-(octanoyloxy)ethyl)glycine